FC(C(=O)O)(F)F.NC1=NC=C(C=C1C=1C=C2CCNC(C2=CC1)=O)C1=CC=C(C=C1)N1CCNCC1 6-(2-amino-5-(4-(piperazin-1-yl)phenyl)pyridin-3-yl)-3,4-dihydroisoquinolin-1(2H)-one, trifluoroacetic acid salt